OCCCCCNC(OC(C)(C)C)=O 1-tert-butyl (5-hydroxypentyl)carbamate